O1COC2=C1C=CC(=C2)C=2C=C1CCN(CC1=CC2)C(=O)NC2=CNC1=CC(=C(C=C21)Cl)F 6-(benzo[d][1,3]dioxol-5-yl)-N-(5-chloro-6-fluoro-1H-indol-3-yl)-3,4-dihydroisoquinoline-2(1H)-carboxamide